(S)-N-(4-cyano-3-(trifluoromethyl)phenyl)-3-(4-fluoro-5-phenyl-1H-indol-1-yl)-2-hydroxy-2-methylpropanamide C(#N)C1=C(C=C(C=C1)NC([C@@](CN1C=CC2=C(C(=CC=C12)C1=CC=CC=C1)F)(C)O)=O)C(F)(F)F